methyl (S)-2-((tert-butoxycarbonyl)amino)-3-(4-(1,4-dimethyl-2-oxo-5-(trifluoromethyl)-1,2-dihydropyridin-3-yl)phenyl)propanoate C(C)(C)(C)OC(=O)N[C@H](C(=O)OC)CC1=CC=C(C=C1)C=1C(N(C=C(C1C)C(F)(F)F)C)=O